methyl 3-(4-(2,4-difluorophenoxy) phenyl)-3-oxopropanoate FC1=C(OC2=CC=C(C=C2)C(CC(=O)OC)=O)C=CC(=C1)F